N1(CCCC1)CCNC(C1=CC=C(C=C1)C1=NC2=CC=C3C(=C2C=2CCCCC12)C=NN3)=O N-(2-(pyrrolidin-1-yl)ethyl)-4-(8,9,10,11-tetrahydro-3H-pyrazolo[4,3-a]phenanthridin-7-yl)benzamide